6-benzyl-6-azaspiro[3.5]Nonan-9-one C(C1=CC=CC=C1)N1CC2(CCC2)C(CC1)=O